BrC1=CC=C2C(=NC(=NC2=C1F)OC[C@]12CCCN2C[C@@H](C1)F)N1[C@H](CN(CC1)C(=O)OC(C)(C)C)C tert-butyl (S)-4-(7-bromo-8-fluoro-2-(((2R,7aS)-2-fluorotetrahydro-1H-pyrrolizin-7a(5H)-yl)methoxy)quinazolin-4-yl)-3-methylpiperazine-1-carboxylate